4-bromo-6-fluoro-2-(tetrahydro-2H-pyran-2-yl)-5-(trifluoromethyl)-2H-indazol BrC=1C2=CN(N=C2C=C(C1C(F)(F)F)F)C1OCCCC1